methyl 2-[1-cyclobutyl-5-fluoro-6-(2H-1,2,3,4-tetrazol-5-yl)-1H-1,3-benzodiazol-2-yl]-5-methoxy-1-methyl-6-oxo-1,6-dihydropyrimidine-4-carboxylate C1(CCC1)N1C(=NC2=C1C=C(C(=C2)F)C=2N=NNN2)C=2N(C(C(=C(N2)C(=O)OC)OC)=O)C